CN(C(=O)NCC=1NC2=CC(=CC=C2C1)OCC1=NOC(=C1)C)[C@H]1CN(CCC1)C=1N=NC=CC1 (R)-1-methyl-3-((6-((5-methylisoxazol-3-yl)methoxy)-1H-indol-2-yl)methyl)-1-(1-(pyridazin-3-yl)piperidin-3-yl)urea